C(CC)[C@@H]1NC(NC1)=O (4S)-4-propylimidazolidin-2-one